(+/-)-5-Methyl-8-((3R,4S)-3-methyl-4-((4-(trifluoromethoxy)benzyl)oxy)piperidin-1-yl)-6-oxo-5,6-dihydro-1,5-naphthyridin-2-carbonitril CN1C=2C=CC(=NC2C(=CC1=O)N1C[C@H]([C@H](CC1)OCC1=CC=C(C=C1)OC(F)(F)F)C)C#N |r|